6-acetyl-8-cyclopentyl-2-[[5-[4-[6-(hydroxymethyl)-3-pyridyl]piperazin-1-yl]-2-pyridyl]amino]-5-methyl-pyrido[2,3-d]pyrimidin-7-one C(C)(=O)C1=C(C2=C(N=C(N=C2)NC2=NC=C(C=C2)N2CCN(CC2)C=2C=NC(=CC2)CO)N(C1=O)C1CCCC1)C